FC=1C=C(C(=O)O)C=CC1OCOCC[Si](C)(C)C 3-fluoro-4-{[2-(trimethylsilyl)ethoxy]methoxy}benzoic acid